acetyl 2-(2-azidoacetylamino)-2-deoxy-3,4-di-O-acetyl-6-O-(((S)-1-quinolin-5-ylmethoxycarbonylethylamino) (phenoxy) phosphoryl)-D-mannopyranoside N(=[N+]=[N-])CC(=O)N[C@@H]1C(OC(C)=O)O[C@@H]([C@H]([C@@H]1OC(C)=O)OC(C)=O)COP(=O)(OC1=CC=CC=C1)N[C@@H](C)C(=O)OCC1=C2C=CC=NC2=CC=C1